1-[(α-D-glucopyranosyl) oxy]-13-({2-[(α-D-mannopyranosyl)oxy]ethyl}carbamoyl)-3,6,9,12,18-pentaazatetracosan-24-oate [C@H]1([C@H](O)[C@@H](O)[C@H](O)[C@H](O1)CO)OCCNCCNCCNCCNC(CCCCNCCCCCC(=O)[O-])C(NCCO[C@@H]1[C@@H](O)[C@@H](O)[C@H](O)[C@H](O1)CO)=O